C(CCCCCCCCCCCCCC(=O)O)C(=O)O 1,14-tetradecandicarboxylic acid